3-(difluoromethyl)-5-[6-fluoro-3-(1H-imidazol-4-yl)imidazo[1,2-a]pyrimidin-2-yl]-1H-1,2,4-triazole FC(C1=NNC(=N1)C=1N=C2N(C=C(C=N2)F)C1C=1N=CNC1)F